NC1=NC=C(C=N1)C=1C=C(C=CC1OCC1=CC=CC=C1)C1=C(C=C(C=C1)NC(=O)C=1C(N(C=CC1OCC)C1=CC=C(C=C1)F)=O)F N-(3'-(2-Aminopyrimidin-5-yl)-4'-(benzyloxy)-2-fluoro-[1,1'-biphenyl]-4-yl)-4-ethoxy-1-(4-fluorophenyl)-2-oxo-1,2-dihydropyridine-3-carboxamide